ClC1=C(C(=CC=C1)O)C1CC(=NO1)C=1N=C(SC1)C1CCN(CC1)C(COC=1C=NC(=NC1)OC)=O 1-(4-(4-(5-(2-chloro-6-hydroxyphenyl)-4,5-dihydroisoxazol-3-yl)thiazol-2-yl)piperidin-1-yl)-2-((2-methoxypyrimidin-5-yl)oxy)ethan-1-one